N1C[C@@H](CC1)C#N |r| (+/-)-pyrrolidine-3-carbonitrile